NC=1N=NC(=CC1C=1C=NN(C1)C(C)C1=CC=C(C=O)C=C1)C1=C(C=CC=C1)OCOC 4-[1-(4-[3-amino-6-[2-(methoxymethyloxy)phenyl]pyridazin-4-yl]-1H-pyrazol-1-yl)ethyl]benzaldehyde